BrCC(=O)NC1=NOC2=NC(=C(C(=C21)C)Cl)C 2-bromo-N-(5-chloro-4,6-dimethylisoxazolo[5,4-b]pyridin-3-yl)acetamide